(1r,4S)-4-(3-chloroanilino)-2'-{(2S)-2-methyl-3-[(thieno[3,2-b]pyridin-7-yl)oxy]propyl}-2',3'-dihydrospiro[cyclohexane-1,1'-indene]-4-carboxylic acid ClC=1C=C(NC2(CCC3(C(CC4=CC=CC=C34)C[C@@H](COC3=C4C(=NC=C3)C=CS4)C)CC2)C(=O)O)C=CC1